4,4'-isopropylidenebis(2-t-butylphenol) di(nonylphenyl)phosphite C(CCCCCCCC)C1=C(C=CC=C1)P(O)(O)(C1=C(C=CC=C1)CCCCCCCCC)OC1=C(C=C(C=C1)C(C)(C)C1=CC(=C(C=C1)O)C(C)(C)C)C(C)(C)C